Cl.N1=CC(=CC(=C1)C(=O)O)C(=O)OCC ethyl 3,5-pyridinedicarboxylate hydrochloride